6-(3-(5-((R)-3-hydroxy-1-methyl-2-oxopyrrolidin-3-yl)isoxazol-3-yl)phenyl)-4-(((S)-tetrahydrofuran-3-yl)amino)pyridine O[C@@]1(C(N(CC1)C)=O)C1=CC(=NO1)C=1C=C(C=CC1)C1=CC(=CC=N1)N[C@@H]1COCC1